3-(methyl)acryloxypropyl-triethoxysilane CC=CC(=O)OCCC[Si](OCC)(OCC)OCC